FC1CN(C1)C1=CC=C(S1)C=O 5-(3-fluoroazetidin-1-yl)thiophene-2-carbaldehyde